C(C=1C(=C(C=O)C=C(C1)C)O)C=1C(=C(C=O)C=C(C1)C)O 3,3'-methylenebis(2-hydroxy-5-methylbenzaldehyde)